C(CC)OS(=O)(=O)O propylhydroxysulfonic acid